2',4'-Dichloro-6',7'-dihydrospiro[cyclopentane-1,5'-pyrrolo[2,3-d]pyrimidine]-6'-one ClC=1N=C(C2=C(N1)NC(C21CCCC1)=O)Cl